(R)-2-(bromomethyl)oxetane BrC[C@@H]1OCC1